ClC1=C(CNC(=O)C=2OC=C(N2)C2=NC(=NC=C2C)NC2=CC=NN2C)C=CC=C1 N-(2-chlorobenzyl)-4-(5-methyl-2-((1-methyl-1H-pyrazol-5-yl)amino)pyrimidin-4-yl)oxazole-2-carboxamide